C(C)(C)(C)OC(=O)NC=1SC2=C(C1C#N)C(=CC=C2F)C2=C(C=C1C(=NC=NC1=C2F)N2CC1CCC(C2)N1C(=O)OC(C)(C)C)C(F)(F)F tert-butyl 3-[7-[2-(tert-butoxycarbonylamino)-3-cyano-7-fluoro-benzothiophen-4-yl]-8-fluoro-6-(trifluoromethyl)quinazolin-4-yl]-3,8-diazabicyclo[3.2.1]octane-8-carboxylate